(4-((2-ethoxy-5H-pyrido[3,2-b]indol-5-yl)methyl)benzyl)phosphonic acid C(C)OC=1C=CC=2N(C=3C=CC=CC3C2N1)CC1=CC=C(CP(O)(O)=O)C=C1